(4-(4-methoxyphenoxy)phenyl)boronic acid COC1=CC=C(OC2=CC=C(C=C2)B(O)O)C=C1